1-(4-(2-(3,4-dimethoxyphenyl)-3-(2,2,2-trifluoro-1-hydroxyethyl)-1H-indol-5-yl)piperidin-1-yl)-2-(dimethylamino)ethan-1-one COC=1C=C(C=CC1OC)C=1NC2=CC=C(C=C2C1C(C(F)(F)F)O)C1CCN(CC1)C(CN(C)C)=O